OCCCCCC1=CC2=C(N(C(N2C)=O)C2C(NC(CC2)=O)=O)C=C1 3-[5-(5-Hydroxypentyl)-3-methyl-2-oxo-benzimidazol-1-yl]piperidine-2,6-dione